2-[(1S,3R)-2-(2-fluoro-2-methyl-propyl)-3-methyl-1,3,4,9-tetrahydropyrido[3,4-b]indol-1-yl]-5-[[1-(3-fluoropropyl)azetidin-3-yl]methyl]-1,3,4-thiadiazole FC(CN1[C@@H](C=2NC3=CC=CC=C3C2C[C@H]1C)C=1SC(=NN1)CC1CN(C1)CCCF)(C)C